FC(F)(F)N1CCOCC1 trifluoromethyl-morpholin